azepan-4-carbonitrile N1CCC(CCC1)C#N